3-(4-bromophenyl)-5-methyloxazolidin-2-one BrC1=CC=C(C=C1)N1C(OC(C1)C)=O